BrC1=C(C=C(C=C1)B(O)O)F (4-bromo-3-fluoro-phenyl)boronic acid